1-(3-bromophenyl)benzimidazole BrC=1C=C(C=CC1)N1C=NC2=C1C=CC=C2